(((R)-1-(1,1-Dioxo-2,3-dihydrobenzo[b]thiophen-4-yl)ethyl)amino)-7-methoxy-2-methylquinazoline O=S1(C2=C(CC1)C(=CC=C2)[C@@H](C)NC2=NC(=NC1=CC(=CC=C21)OC)C)=O